COC(=O)C=1C=C2NC([C@H]3N(C2=CC1)CCN(C3)CC3=C(CCC(C3)(C)C)C3=CC=C(C=C3)Cl)=O (S)-3-((4'-chloro-4,4-dimethyl-3,4,5,6-tetrahydro-[1,1'-biphenyl]-2-yl)methyl)-5-oxo-2,3,4,4a,5,6-hexahydro-1H-pyrazino[1,2-a]quinoxaline-8-carboxylic acid methyl ester